C(C)(C)(C)OC(=O)N1[C@@H](C[C@@H](C1)F)C(N(CC)C1=CC(=C(C=C1)F)F)=O (2S,4S)-2-[(3,4-difluorophenyl)-ethyl-carbamoyl]-4-fluoro-pyrrolidine-1-carboxylic acid tert-butyl ester